O=C1NC(CCC1NC1=NC=C(C=N1)C1CCN(CC1)CC(=O)OC(C)(C)C)=O tert-butyl 2-(4-(2-((2,6-dioxopiperidin-3-yl)amino)pyrimidin-5-yl)piperidin-1-yl)acetate